[Si](C)(C)(C(C)(C)C)O[C@H]1[C@H](N(CC1)C(=O)OC(C)(C)C)C(N(C)C1=CC(=C(C=C1)F)Cl)=O tert-butyl (2S,3R)-3-[tert-butyl(dimethyl)silyl]oxy-2-[(3-chloro-4-fluoro-phenyl)-methyl-carbamoyl]pyrrolidine-1-carboxylate